C1(CCCCC1)N(C(CCN1C(=NC2=C1C=CC(=C2)F)C2CN(CCC2)C(=O)OCC)=O)CC Ethyl 3-(1-{3-[cyclohexyl(ethyl)amino]-3-oxopropyl}-5-fluoro-1H-benzimidazol-2-yl)piperidine-1-carboxylate